C(C)(C)(C)N(C(CN1C(C2=CC(=CC=C2C1)C1=NC(=NC=C1Cl)NC1CCOCC1)=O)=O)CCN N-tert-butyl-2-(6-{5-chloro-2-[(oxacyclohex-4-yl)amino]pyrimidin-4-yl}-1-oxo-2,3-dihydro-1H-isoindol-2-yl)-N-(2-aminoethyl)acetamide